C(#C)C1=NC=C(C(=N1)C)C1=C(C2=C(N=CN=C2N)N1C)C1=CC[C@@H](CC1)C(=O)N1CCCC1 6-(2-ethynyl-4-methylpyrimidin-5-yl)-7-methyl-5-[(4R)-4-(pyrrolidine-1-carbonyl)cyclohex-1-en-1-yl]-7H-pyrrolo[2,3-d]pyrimidin-4-amine